2-aminoterephthalic acid, p-aminobenzenesulfonic acid salt NC1=CC=C(C=C1)S(=O)(=O)O.NC1=C(C(=O)O)C=CC(=C1)C(=O)O